diethylsilyl-bis(cyclopentadienyl)zirconium difluoride [F-].[F-].C(C)[SiH](CC)[Zr+2](C1C=CC=C1)C1C=CC=C1